COC1=CC=C(CN(C2=CC(=C(C(=N2)S)C(F)(F)F)C)CC2=CC=C(C=C2)OC)C=C1 6-(bis(4-methoxybenzyl)amino)-4-methyl-3-(trifluoromethyl)pyridine-2-thiol